ClC1=CC=C(C=C1)[C@@H](C(=O)N1CCC2=CC(=C(C=C12)C(F)(F)F)OC)NC=1C=C(OCC2CC(C2)C(=O)O)C=C(C1)OC (1s,3s)-3-((3-((1-(4-chlorophenyl)-2-(5-methoxy-6-(trifluoromethyl)indolin-1-yl)-2-oxoethyl)amino)-5-methoxyphenoxy)methyl)-cyclobutanecarboxylic acid